2-chloro-3-(quinolin-7-yl)quinoxaline ClC1=NC2=CC=CC=C2N=C1C1=CC=C2C=CC=NC2=C1